tert-butyl (1R,3R,4S)-3-{[(1S)-1-cyano-2-[2-fluoro-4-(3-methyl-2-oxo-1,3-benzoxazol-5-yl)phenyl]ethyl]carbamoyl}-2-azabicyclo[2.2.1]heptane-2-carboxylate C(#N)[C@H](CC1=C(C=C(C=C1)C=1C=CC2=C(N(C(O2)=O)C)C1)F)NC(=O)[C@@H]1N([C@@H]2CC[C@H]1C2)C(=O)OC(C)(C)C